5-Methoxy-2'-(4-methyl-5-phenyl-1H-imidazol-2-yl)-3,4'-bipyridin COC=1C=C(C=NC1)C1=CC(=NC=C1)C=1NC(=C(N1)C)C1=CC=CC=C1